ClC1(C(C=CC(=C1)F)N1N=CC(=C1C(F)F)C(=O)N)C1=CC(=CC=C1)Cl 2-(1,3'-dichloro-5-fluorobiphenyl-2-yl)-3-difluoromethyl-pyrazole-4-carboxamide